BrC=1C=C(C(=C(C1)OC)I)C 5-Bromo-2-iodo-1-methoxy-3-methylbenzene